C[Si]1(O[SiH](O[SiH](O[Si](O1)(CCC)C)C)C)CCC 2,4,6,8-tetramethyl-2,4-di-n-propylcyclotetrasiloxane